(1-Benzylpyrrolidin-3-yl)(1-methylcyclopropyl)carbamic acid tert-butyl ester C(C)(C)(C)OC(N(C1(CC1)C)C1CN(CC1)CC1=CC=CC=C1)=O